[C@H]12CNC[C@H](CC1)N2C2=NC(=NC1=C(C(=C(C=C21)F)C2=CC(=CC1=CC=CC=C21)O)O)OC[C@]21CCCN1C[C@@H](C2)F 4-((1R,5S)-3,8-Diazabicyclo[3.2.1]octan-8-yl)-6-fluoro-2-(((2R,7aS)-2-fluorotetrahydro-1H-pyrrolizin-7a(5H)-yl)methoxy)-7-(3-hydroxynaphthalen-1-yl)quinazolin-8-ol